ClC=1C=C/2C(=CN1)NC(\C2=C/C=2NC=CC2C(=O)OC)=O methyl 2-[(Z)-(5-chloro-2-oxo-1H-pyrrolo[2,3-c]pyridin-3-ylidene)methyl]-1H-pyrrole-3-carboxylate